OCCONC(=O)C1=CC2=C(N(C(=N2)NC=2OC3=C(N2)C=CC(=C3)OCCOC)C)C=C1 N-(2-hydroxyethoxy)-2-((6-(2-methoxyethoxy)benzo[d]oxazol-2-yl)amino)-1-methyl-1H-benzo[d]imidazole-5-carboxamide